NC1=CN=CN(C1=O)CC=1C(=CC2=C(NC(O[C@@]2(C(C)(F)F)C#CC2CC2)=O)C1)F (S)-7-((5-amino-6-oxopyrimidin-1(6H)-yl)methyl)-4-(cyclopropylethynyl)-4-(1,1-difluoroethyl)-6-fluoro-1,4-dihydro-2H-benzo[d][1,3]oxazin-2-one